CS(=O)(=O)CCC1CCNCC1 4-(2-(methylsulfonyl)ethyl)piperidine